2-phenoxyethylene glycol methacrylate C(C(=C)C)(=O)O.O(C1=CC=CC=C1)C(CO)O